tert-butyl 8-methyl-6-oxo-7-oxa-5-azaspiro[3.4]octane-2-carboxylate CC1OC(NC12CC(C2)C(=O)OC(C)(C)C)=O